C(C)(=O)C1=NN(C2=C(C=C(C=C12)C=1C=NC(=NC1)C)C)CC(=O)N1[C@@H]2C[C@@]2(C[C@H]1C(=O)NC1=NC(=C(C=C1)F)Br)C (1R,3S,5R)-2-(2-(3-acetyl-7-methyl-5-(2-methylpyrimidin-5-yl)-1H-indazol-1-yl)acetyl)-N-(6-bromo-5-fluoropyridin-2-yl)-5-methyl-2-azabicyclo[3.1.0]hexane-3-carboxamide